NC1=C2C(=NC=N1)N(N=C2C2=CC=C(C=C2)OC2=CC=C(C=C2)F)[C@@H]2C[C@H](CC2)O |r| (±)-trans-3-(4-amino-3-(4-(4-fluorophenoxy)phenyl)-1H-pyrazolo[3,4-d]pyrimidin-1-yl)cyclopentane-1-ol